iso-propyl bromoacetate BrCC(=O)OC(C)C